O=C1CCCC(N1)C(=O)O 6-OXO-PIPECOLIC ACID